N1CCCC1.C(C)(=O)O acetic acid pyrrolidine salt